(2s,3s)-2-((diphenylmethylene)amino)-3-methylpent-4-enoic acid tert-butyl ester C(C)(C)(C)OC([C@H]([C@H](C=C)C)N=C(C1=CC=CC=C1)C1=CC=CC=C1)=O